Boc-4-piperidone CC(C)(C)OC(=O)N1CCC(=O)CC1